7-chloro-5-cyclopropyl-8-iodo-[1,2,4]triazolo[1,5-a]pyridine ClC1=C(C=2N(C(=C1)C1CC1)N=CN2)I